(S)-6-ethoxy-2-methyl-N-(6-(3-methyl-4-(tetrahydro-2H-pyran-4-yl)piperazin-1-yl)pyridazin-3-yl)-2H-indazole-5-carboxamide C(C)OC=1C(=CC2=CN(N=C2C1)C)C(=O)NC=1N=NC(=CC1)N1C[C@@H](N(CC1)C1CCOCC1)C